C(CCC)N1C=CC=2C1=NC(=CC2)NC2=CC(=CC(=C2)C(C)(C)C)C(C)(C)C 1-butyl-N-(3,5-di-tert-butylphenyl)-1H-pyrrolo[2,3-b]pyridine-6-amine